(2S,3S)-2-(3-fluoro-4-hydroxyphenyl)-3,4-dihydro-2H-pyrano[3,2-b]pyridin-3-ol FC=1C=C(C=CC1O)[C@H]1[C@H](CC2=NC=CC=C2O1)O